Cyanomethyl 3-phenylpropanoate C1(=CC=CC=C1)CCC(=O)OCC#N